disodium 2-hydroxy-1-(4-sulfonatophenylazo)naphthalene-6-sulfonate OC1=C(C2=CC=C(C=C2C=C1)S(=O)(=O)[O-])N=NC1=CC=C(C=C1)S(=O)(=O)[O-].[Na+].[Na+]